Tetramethyl-Uronium Hexafluorophosphate F[P-](F)(F)(F)(F)F.CN(C(=[N+](C)C)O)C